BrC=1C=C(C2=CC=CC=C2C1)[C@@H](C)NC(=O)C=1C=C(C(=O)OC)C=CC1C#N methyl (R)-3-((1-(3-bromonaphthalen-1-yl)ethyl)carbamoyl)-4-cyanobenzoate